(S)-2-(3-(3-(4-((tert-butyldimethylsilyl)oxy)butan-2-yl)-6-chloroimidazo[1,5-a]pyrazin-1-yl)phenyl)ethan-1-ol [Si](C)(C)(C(C)(C)C)OCC[C@H](C)C1=NC(=C2N1C=C(N=C2)Cl)C=2C=C(C=CC2)CCO